4-[6-(5-chloro-2-fluorophenyl)-3-[2-(4-methylpiperazin-1-yl)ethoxy]pyridazin-4-yl]pyridine-2,4-diamine ClC=1C=CC(=C(C1)C1=CC(=C(N=N1)OCCN1CCN(CC1)C)C1(CC(=NC=C1)N)N)F